4-[bis-(4-methoxybenzyl)amino]-2,5-difluorophenol COC1=CC=C(CN(C2=CC(=C(C=C2F)O)F)CC2=CC=C(C=C2)OC)C=C1